2-(4-chloro-2-cyclopropyl-3-fluoro-6-isopropylphenyl)acetic acid ClC1=C(C(=C(C(=C1)C(C)C)CC(=O)O)C1CC1)F